FC1=CC=C(C=C1)N=NC1=C(C=CC=C1)[N+](=O)[O-] 1-(4-fluorophenyl)-2-(2-nitrophenyl)diazene